COC(=O)C1=CC2=C(N(C(=N2)C=2N3C(C(NC=4C(=CC=C(C2)C34)S(=O)(=O)C)=O)C3CC3)C)C(=C1)F 2-(11-cyclopropyl-7-methylsulfonyl-10-oxo-1,9-diazatricyclo[6.3.1.04,12]dodeca-2,4,6,8(12)-tetraen-2-yl)-7-fluoro-1-methyl-benzimidazole-5-carboxylic acid methyl ester